C(C)(C)(C)OC(=O)N1CCC(CC1)N1N=C(C(=C1)C(=C)C)C1=CC=C(C=C1)C(F)F.C(C)(=O)NCCC1=CNC2=CC=C(C=C12)OC N-acetyl-5-methoxytryptamine tert-butyl-4-[3-[4-(difluoromethyl)phenyl]-4-isopropenyl-pyrazol-1-yl]piperidine-1-carboxylate